O1COC2=C1C=CC(=C2)NCC(=O)NNC(CC(=O)OCC)=N ethyl 3-(2-(2-(benzo[d][1,3]dioxol-5-ylamino) acetyl) hydrazino)-3-iminopropionate